(5-((3-fluorophenyl)(methyl)amino)thiazol-2-yl)-1-methyl-6-oxo-1,4,5,6-tetrahydropyridazine-3-carboxamide FC=1C=C(C=CC1)N(C1=CN=C(S1)C1C(=NN(C(C1)=O)C)C(=O)N)C